(S)-2-amino-8-(2-(4-(4-methoxyphenyl)-2-methylpiperazin-1-yl)ethyl)-4-(5-methylfuran-2-yl)pteridin-7(8H)-one NC1=NC=2N(C(C=NC2C(=N1)C=1OC(=CC1)C)=O)CCN1[C@H](CN(CC1)C1=CC=C(C=C1)OC)C